phenyl-bromodifluoromethane C1(=CC=CC=C1)C(F)(F)Br